N[C@H]1CN(C[C@H]1C)C(=O)OCC1=CC=CC=C1 (3R,4R)-benzyl 3-amino-4-methylpyrrolidine-1-carboxylate